N-(5-Bromo-2-(3-(dimethylamino)propoxy)pyridin-3-yl)-6-methylpyridine-3-sulfonamide BrC=1C=C(C(=NC1)OCCCN(C)C)NS(=O)(=O)C=1C=NC(=CC1)C